C(CCCC)C(C(=O)OC)C(=O)OC Dimethyl 2-Pentylmalonate